3-[1-hydroxy-2-[4-{[(6-methanesulfonylpyridin-3-yl)oxy]methyl}-2-methylpyrrolidin-1-yl]ethyl]benzonitrile OC(CN1C(CC(C1)COC=1C=NC(=CC1)S(=O)(=O)C)C)C=1C=C(C#N)C=CC1